C(C1=CC=CC=C1)OC1=C2C[C@H]([C@H](OC2=CC(=C1)OCC1=CC=CC=C1)C1=CC(=C(C(=C1)OCC1=CC=CC=C1)OCC1=CC=CC=C1)OCC1=CC=CC=C1)O (2r,3r)-5,7-bis(benzyloxy)-2-(3,4,5-tris(benzyloxy)phenyl)chroman-3-ol